(4,6-dichloro-5-(2-isopropoxyphenyl)-1H-benzo[d]imidazol-2-yl)(4-(ethylsulfonyl)phenyl)methanol ClC1=C(C(=CC=2NC(=NC21)C(O)C2=CC=C(C=C2)S(=O)(=O)CC)Cl)C2=C(C=CC=C2)OC(C)C